(Z)-(4-(3-(4-(N,N-dimethylsulfamoyl)benzyl)-5-methoxy-2,6-dimethyl-1H-pyrrolo[3,2-b]Pyridin-1-yl)-3-fluorobut-2-en-1-yl)carbamic acid tert-butyl ester C(C)(C)(C)OC(NC\C=C(\CN1C(=C(C2=NC(=C(C=C21)C)OC)CC2=CC=C(C=C2)S(N(C)C)(=O)=O)C)/F)=O